6-[(3-fluoro-1H-indol-6-yl)amino]-4-phenoxypyridine-2-carbonitrile FC1=CNC2=CC(=CC=C12)NC1=CC(=CC(=N1)C#N)OC1=CC=CC=C1